methyl 5-((6-bromo-3-oxoisobenzofuran-1(3H)-ylidene)methyl)-2-fluorobenzoate BrC1=CC=C2C(OC(C2=C1)=CC=1C=CC(=C(C(=O)OC)C1)F)=O